C(C=C)N1NC2=NC=NC=C2C1=O 2-(prop-2-enyl)-2,3-dihydro-1H-pyrazolo[3,4-d]pyrimidin-3-one